octadecyloxyethyl acetate C(C)(=O)OCCOCCCCCCCCCCCCCCCCCC